BrC1=CC(=NN1)N 5-bromo-1H-pyrazol-3-amine